N=1N=CN2C1C=NC=C2 1,2,4-TRIAZOLO-[4,3-A]PYRAZINE